ethyl 4,4-dichloroquinoline-3-carboxylate ClC1(C(C=NC2=CC=CC=C12)C(=O)OCC)Cl